COC=1C=C2C(=NC(=NC2=CC1OCCCN1CCCC1)C=1OC(=CN1)C)NC1CCS(CC1)(=O)=O 4-((6-methoxy-2-(5-methyloxazol-2-yl)-7-(3-(pyrrolidin-1-yl)propoxy)quinazolin-4-yl)amino)tetrahydro-2H-thiopyran 1,1-dioxide